FC(C1=NN=C(O1)C1=NC(NC=C1)=O)F 4-(5-(difluoromethyl)-1,3,4-oxadiazol-2-yl)pyrimidin-2(1H)-On